C1CN(CCC12CCNCC2)CCOC=2C=C(C=CC2)N2CNCCC2 1-{3-[2-(3,9-diazaspiro[5.5]undecane-3-yl)ethoxy]phenyl}-1,3-diazinane